6-[(1R,4R)-5-Methyl-2,5-diazabicyclo[2.2.1]heptan-2-yl]-N-[2-(3-methylpyridin-2-yl)-[1,3]thiazolo[5,4-c]pyridin-6-yl]pyridin-2-amine CN1[C@H]2CN([C@@H](C1)C2)C2=CC=CC(=N2)NC2=CC1=C(C=N2)SC(=N1)C1=NC=CC=C1C